(3,4-dichloro-2-fluorophenyl)-7-({[(3ar,6as)-2-methyl-octahydrocyclopenta[c]pyrrol-5-yl]methyl}oxy)-6-(methoxy)quinazolin-4-amine ClC=1C(=C(C=CC1Cl)C1=NC2=CC(=C(C=C2C(=N1)N)OC)OCC1C[C@@H]2[C@@H](CN(C2)C)C1)F